C(C=C\C=C/C=C\C=C\C=C/C=C\CCCCCCCCC)(=O)OCC(OC(CCCCCCCCCCCCCCCCC)=O)COP(=O)(O)OC[C@H](N)C(=O)O 1-(4Z,7Z,10Z,13Z,16Z,19Z-docosahexaenoyl)-2-octadecanoyl-glycero-3-phosphoserine